2-(4-(1-(2,6-dioxopiperidin-3-yl)-3-methyl-1H-indazol-5-yl)piperidin-1-yl)acetic acid hydrochloride Cl.O=C1NC(CCC1N1N=C(C2=CC(=CC=C12)C1CCN(CC1)CC(=O)O)C)=O